CO[SiH2][SiH3] monomethoxydisilane